OC=1C(=CC=C2C=CC=CC12)C 8-Hydroxy-7-methylnaphthalene